CC1CC(C1)(C1=NN=CN1C)N1C(C2=CC=CC=C2C1)=O (3-Methyl-1-(4-methyl-4H-1,2,4-triazol-3-yl)cyclobutyl)-isoindolin-1-one